O[C@H](C(=O)O)CC=1N=CNC1 (S)-2-hydroxy-3-(imidazole-4-yl)propionic acid